C(C)OC(C(CCN1C(N(C(C1(C)C)=O)C1=C(C(=C(C=C1)C#N)SC)F)=S)(C)C)=O 4-[3-(4-cyano-2-fluoro-3-methylthio-phenyl)-5,5-dimethyl-4-oxo-2-thioxo-imidazolidin-1-yl]-2,2-dimethylbutanoic acid ethyl ester